C(#N)C1=C(SC2=C1C(=NC=C2F)C=2C1=C(C=3C=NC(=NC3C2F)N2N=C(C=C2)CN(C)C)COC1)NC(OC(C)(C)C)=O tert-Butyl (3-cyano-4-(3-(3-((dimethylamino)methyl)-1H-pyrazol-1-yl)-5-fluoro-7,9-dihydrofuro[3,4-f]quinazolin-6-yl)-7-fluorothieno[3,2-c]pyridin-2-yl)carbamate